2-((3-benzoyl-5-methylbenzofuran-2-yl)methyl)-2-bromomalonic acid diethyl ester C(C)OC(C(C(=O)OCC)(Br)CC=1OC2=C(C1C(C1=CC=CC=C1)=O)C=C(C=C2)C)=O